Rac-trans-N1,N2-dimethylcycloheptane-1,2-diamine CN[C@H]1[C@@H](CCCCC1)NC |r|